COC1=CC=C(CN2C(N3C(CNCC3)C2)=O)C=C1 2-(4-methoxybenzyl)-3-oxohexahydroimidazo[1,5-a]pyrazin